SCCSCCCS 2,3-dimercaptoethyl-thiopropane